ARSENIC PENTOXIDE O=[As](=O)O[As](=O)=O